C(#N)C1=CC(=C(C=C1)C1=CC=CC=C1)NS(=O)(=O)C=1C=C(C(=O)O)C=CC1C1CC1 3-(N-(4-cyano-[1,1'-biphenyl]-2-yl)sulfamoyl)-4-cyclopropylbenzoic acid